C1(OC=CC2=CC=CC=C12)=O isochromenon